[Si](O)(O)(O)O.[Al] aluminum-silicon hydroxide